2-methylnaphthalene boronate B(O)O.CC1=CC2=CC=CC=C2C=C1